ClC1=C2C(=NC=C1)C=NN2 7-Chloro-1H-pyrazolo[4,3-b]pyridine